tert-butyl ((3S,4R)-1-(3-fluoro-4-((2-methoxyethyl)amino)-5-nitrobenzoyl)-4-methoxypiperidin-3-yl)carbamate FC=1C=C(C(=O)N2C[C@@H]([C@@H](CC2)OC)NC(OC(C)(C)C)=O)C=C(C1NCCOC)[N+](=O)[O-]